ClC1=CC(=C(CN2C=CC=3C2=NC(=CC3)C3CCN(CC3)CC3=NC2=C(N3C[C@H]3OCC3)C=C(C=C2)C(=O)O)C=C1)F (S)-2-((4-(1-(4-chloro-2-fluorobenzyl)-1H-pyrrolo[2,3-b]pyridin-6-yl)piperidin-1-yl)methyl)-1-(oxetan-2-ylmethyl)-1H-benzo[d]imidazole-6-carboxylic acid